7-Cyclopentyl-2-{5-[4-((S)-2-hydroxypropyl)-piperazin-1-yl]-pyridin-2-ylamino}-7H-pyrrolo[2,3-d]pyrimidine-6-carboxylic acid dimethylamide CN(C(=O)C1=CC2=C(N=C(N=C2)NC2=NC=C(C=C2)N2CCN(CC2)C[C@H](C)O)N1C1CCCC1)C